4-(3-((4-hydroxy-2-methylphenyl)amino)-1H-pyrazol-5-yl)-2,6-dimethylphenol OC1=CC(=C(C=C1)NC1=NNC(=C1)C1=CC(=C(C(=C1)C)O)C)C